1-(N,N-dioctylcarbamoyl)nonylphosphonate C(CCCCCCC)N(C(=O)C(CCCCCCCC)P([O-])([O-])=O)CCCCCCCC